C(#N)C=1C=C2C(=NC1)N(N=C2)C2=CC(=C(C=N2)C(=O)NCC(COCCOCCOCCNC(OC(C)(C)C)=O)F)NC2CC2 Tert-butyl N-[2-[2-[2-[3-[[6-(5-cyanopyrazolo[3,4-b]pyridin-1-yl)-4-(cyclopropylamino) pyridine-3-carbonyl]amino]-2-fluoro-propoxyl]ethoxy]ethoxy]ethyl]carbamate